O1CCN(CC1)CCCC1=C(C(=O)N)C=CC=C1 (3-morpholinopropyl)benzamide